O=C1NCC(C1C(=O)N)C1=CC=CC=C1 2-oxo-4-phenyl-3-pyrrolidinecarboxamide